11-amino-3-cyclopropyl-7-isopropyl-5-(2-methoxyethyl)-6,7-dihydroisoxazolo[4,3-c]pyrimido[5',4':4,5]pyrrolo[3,2-e]azepin-4(5H)-one NC1=NC=NC2=C1C=1C=3C(C(N(CC1N2C(C)C)CCOC)=O)=C(ON3)C3CC3